2-(1-(5-chlorothiazol-2-yl)-1H-pyrazol-3-yl)-N-(3-cyclopropyl-1H-pyrazol-5-yl)acetamide ClC1=CN=C(S1)N1N=C(C=C1)CC(=O)NC1=CC(=NN1)C1CC1